CN(C(=O)C1=CC(=C(C=N1)NC(OC(C)(C)C)=O)OC)C tert-butyl N-[6-(dimethylcarbamoyl)-4-methoxy-3-pyridyl]carbamate